[(2S,3E,5E)-6-[(2S,3S,4E,6S,7S,10S)-6-acetyloxy-7,10-dihydroxy-3,7-dimethyl-12-oxo-1-oxacyclododec-4-en-2-yl]-2-methylhepta-3,5-dienyl] (2R)-2-(methoxymethyl)pyrrolidine-1-carboxylate COC[C@@H]1N(CCC1)C(=O)OC[C@H](\C=C\C=C(/C)\[C@H]1OC(C[C@H](CC[C@]([C@H](/C=C/[C@@H]1C)OC(C)=O)(C)O)O)=O)C